2-((6-(2-methyl-1,3,4-oxadiazol-5-yl)benzo[d]thiazol-2-yl)amino)-4-ethylpyridine CC=1OC(=NN1)C1=CC2=C(N=C(S2)NC2=NC=CC(=C2)CC)C=C1